C(C)(=O)OC(COC)C (2-methoxy-1-methyl-ethyl) acetate